6-Bromo-7-methoxy-2-methyl-2H-indazole BrC=1C=CC2=CN(N=C2C1OC)C